(S)-9-(3,5-Difluoro-phenyl)-2-(3-hydroxymethyl-morpholin-4-yl)-8-trifluoromethyl-6,7,8,9-tetrahydro-pyrimido[1,2-a]-pyrimidin-4-one FC=1C=C(C=C(C1)F)N1[C@@H](CCN2C1=NC(=CC2=O)N2C(COCC2)CO)C(F)(F)F